(R)-6-(4-(2-methoxyphenyl)piperidin-1-yl)-2-(3-(trifluoromethyl)pyrazin-2-yl)-2-azaspiro[3.4]octane COC1=C(C=CC=C1)C1CCN(CC1)[C@H]1CC2(CN(C2)C2=NC=CN=C2C(F)(F)F)CC1